C(C)(C)N1N=CC=C1NC(CCOC)=O 1-isopropyl-5-(3-methoxypropanamido)-1H-pyrazole